1-((6-(trifluoromethyl)pyridin-3-yl)methyl)-1H-pyrazole-4-carbonitrile FC(C1=CC=C(C=N1)CN1N=CC(=C1)C#N)(F)F